N,5-dimethyl-N-((5-(oxetan-3-yl)-4-oxo-4,5-dihydro-3H-imidazo[4,5-c]pyridin-2-yl)methyl)-1H-indazole-7-sulfonamide CN(S(=O)(=O)C=1C=C(C=C2C=NNC12)C)CC1=NC2=C(C(N(C=C2)C2COC2)=O)N1